CC=1N=C2N(C=CC=C2)C1 methylimidazo[1,2-a]pyridin